C(C)(=O)O[C@H]1[C@@H]([C@H]([C@H](O)O[C@@H]1COC(C)=O)NC(C(F)(F)F)=O)O 4,6-di-O-acetyl-2-deoxy-2-trifluoroacetamido-β-D-glucopyranose